tert-butyl ((1-(4-(bromomethyl)phenyl)-3-(trifluoromethyl)-1H-pyrazol-5-yl)methyl)(methyl)carbamate BrCC1=CC=C(C=C1)N1N=C(C=C1CN(C(OC(C)(C)C)=O)C)C(F)(F)F